O=C1COC12CCN(CC2)C(=O)OC(C)(C)C tert-butyl 3-oxo-1-oxa-7-azaspiro[3.5]nonane-7-carboxylate